2,3-difluoro-5-nitrobenzoic acid FC1=C(C(=O)O)C=C(C=C1F)[N+](=O)[O-]